5-(2-ethoxy)phenoxycarbonylamino-3-(1-azabicyclo[5.4.0]undec-3-en-4-yl)-benzofuran CCOC=1C=CC=C(OC(=O)NC=2OC3=C(C2C2=CCN4CCCCC4CC2)C=CC=C3)C1